(3S)-N-((1S)-1-(6-((5-Chloro-4-fluoro-2,3-dihydro-1H-inden-2-yl)amino)pyridin-3-yl)-2,2,2-trifluoroethyl)-N-methyl-5-oxopyrrolidine-3-carboxamide ClC=1C(=C2CC(CC2=CC1)NC1=CC=C(C=N1)[C@@H](C(F)(F)F)N(C(=O)[C@@H]1CNC(C1)=O)C)F